C(CCCCCCCCCCCC)C(C(CC(=O)OC1CC(NC(C1)(C)C)(C)C)(C(=O)OC1CC(NC(C1)(C)C)(C)C)CCCCCCCCCCCCC)(CC(=O)[O-])C(=O)[O-] bis(2,2,6,6-tetramethyl-4-piperidinyl) bis(tridecyl)-1,2,3,4-butanetetracarboxylate